5-Bromo-7-(4-{[tert-butyl(dimethyl)silyl]oxy}bicyclo[2.1.1]hexan-1-yl)-3-[2-(methoxymethoxy)-6-methyl-4-(trifluoromethyl)phenyl]-7H-pyrrolo[2,3-c]pyridazine BrC1=CN(C=2N=NC(=CC21)C2=C(C=C(C=C2C)C(F)(F)F)OCOC)C21CCC(C2)(C1)O[Si](C)(C)C(C)(C)C